[(1R,3R)-1-[2,6-difluoro-4-[1-(3-fluoropropyl)azetidin-3-yl]oxy-phenyl]-3-methyl-1,3,4,9-tetrahydropyrido[3,4-b]indol-2-yl]-(1-methylcyclopropyl)methanone FC1=C(C(=CC(=C1)OC1CN(C1)CCCF)F)[C@H]1N([C@@H](CC2=C1NC1=CC=CC=C21)C)C(=O)C2(CC2)C